FC=1C=C(C(=NC1)OC)S(=O)(=O)N 5-fluoro-2-methoxypyridine-3-sulfonamide